C1(CC1)N1C=C(C2=CC=CC=C12)C1=NC(=NC=C1)NC1=CC=CC=C1 4-(1-cyclopropyl-1H-indole-3-yl)-N-phenyl-pyrimidine-2-amine